tert-butyl (R)-2-methyl-4-oxocyclohex-2-enecarboxylate CC=1[C@@H](CCC(C1)=O)C(=O)OC(C)(C)C